ClC=1C(=NC(=NC1)NC=1C=C(C=NC1)N1C(CCC1)=O)C=1C=NN(C1)C1=CC=CC=C1 1-(5-((5-chloro-4-(1-phenyl-1H-pyrazol-4-yl)pyrimidin-2-yl)amino)pyridin-3-yl)pyrrolidin-2-one